ClC1COC(C2=CC=C(C=C12)F)[C@H]1N(CCC1)C(=O)OC(C)(C)C (2S)-tert-butyl 2-(4-chloro-6-fluoroisochroman-1-yl)pyrrolidine-1-carboxylate